isoquinolin-2-ium C1=[NH+]C=CC2=CC=CC=C12